CS(=O)(=O)C1=C(C=C(OCCN2CCC3(CC2)C(NC2=CC=C(C=C23)C#N)=O)C=C1)C 1'-[2-(4-methanesulfonyl-3-methylphenoxy)eth-yl]-2-oxo-1,2-dihydrospiro[indole-3,4'-piperidine]-5-carbonitrile